diphenyl(1-(4-(trifluoromethyl)phenyl)propa-1,2-dien-1-yl)phosphine oxide C1(=CC=CC=C1)P(C(=C=C)C1=CC=C(C=C1)C(F)(F)F)(C1=CC=CC=C1)=O